NC=1C2=C(N=C(N1)SC)C1(C(N2)=O)CN(C1)C(=O)OC(C)(C)C tert-Butyl 4'-amino-2'-(methylthio)-6'-oxo-5',6'-dihydrospiro[azetidine-3,7'-pyrrolo[3,2-d]pyrimidine]-1-carboxylate